(S)-3-aminotetrahydrofuran hydrochloride Cl.N[C@@H]1COCC1